3-(5-(((1S,2R)-2-(2-oxa-6-azaspiro[3.3]heptan-6-yl)cyclopentyl)oxy)-1-oxoisoindolin-2-yl)piperidine-2,6-dione C1OCC12CN(C2)[C@H]2[C@H](CCC2)OC=2C=C1CN(C(C1=CC2)=O)C2C(NC(CC2)=O)=O